N-Cyclopropylsulfonyl-6-(3-fluoro-5-isobutoxyphenyl)-2-[(4S)-2,2,4-trimethylpyrrolidin-1-yl]pyridin-3-carboxamid C1(CC1)S(=O)(=O)NC(=O)C=1C(=NC(=CC1)C1=CC(=CC(=C1)OCC(C)C)F)N1C(C[C@@H](C1)C)(C)C